CC1=CC(OC=C1)C=C(C)C 4-methyl-2-(2-methyl-1-propenyl)-2H-pyran